N'-Ethyl-N'-[1-[2-fluoro-4-(trifluoromethyl)phenyl]ethyl]oxamide C(C)N(C(C(N)=O)=O)C(C)C1=C(C=C(C=C1)C(F)(F)F)F